FC1=C(C=CC(=C1)F)C1=NN2C(N=C(C=C2)C)=C1C(=O)N[C@@H]1C(NC2=C(C(=N1)C1=CC=CC=C1)C=CC=C2)=O 2-(2,4-Difluoro-phenyl)-5-methyl-N-[(3S)-2-oxo-5-phenyl-1,3-dihydro-1,4-benzodiazepin-3-yl]pyrazolo[1,5-a]pyrimidine-3-carboxamide